FC=1C(=C(C=CC1)N1CC2CCC(C1)N2C(=O)OC(C)(C)C)NC(=O)N2CCC(CC2)C2=CC=C(C=C2)C tert-Butyl 3-(3-fluoro-2-{[4-(4-methylphenyl)piperidine-1-carbonyl]amino}phenyl)-3,8-diazabicyclo[3.2.1]octane-8-carboxylate